(E)-(6,7-dimethoxy-1-(p-tolyl)-3,4-dihydroisoquinolin-2(1H)-yl)(4-styrylphenyl)methanone COC=1C=C2CCN(C(C2=CC1OC)C1=CC=C(C=C1)C)C(=O)C1=CC=C(C=C1)\C=C\C1=CC=CC=C1